C1(CCCCC1)N1N=CC=C1CN(C(=NO)N)C 1-((1-Cyclohexyl-1H-pyrazol-5-yl)methyl)-2-hydroxy-1-methylguanidine